C(C(=C)C)(=O)O.C(C(=C)C)(=O)OC12C(=CC(CC1O)C2)C(=O)O methacryloyloxy-6-hydroxynorbornene-2-carboxylic acid methacrylate